S(C1=CC(=C(C(=C1)C)O)C(C)(C)C)C1=CC(=C(C(=C1)C)O)C(C)(C)C 4,4'-thiobis(2-t-butyl-6-methylphenol)